1-(3-methylbenzofuran-2-yl)ethanone CC1=C(OC2=C1C=CC=C2)C(C)=O